F[C@H]1CN2CCC[C@]2(CC1)CO [(6R,8aS)-6-fluoro-2,3,5,6,7,8-hexahydro-1H-indolizin-8a-yl]methanol